ClC1=CC=C2C(=CNC2=C1OCC(F)F)S(=O)(=O)Cl 6-chloro-7-(2,2-difluoroethoxy)-1H-indole-3-sulfonyl chloride